CC(CC\C=C\CC)=O (E)-oct-5-en-2-one